benzyl 1-[2-(benzyloxycarbonylamino)ethyl]-1-(2-tert-butoxy-2-oxo-ethyl)piperidin-1-ium-4-carboxylate C(C1=CC=CC=C1)OC(=O)NCC[N+]1(CCC(CC1)C(=O)OCC1=CC=CC=C1)CC(=O)OC(C)(C)C